hydroxypropyltrimethylammonium acetate salt C(C)(=O)[O-].OCCC[N+](C)(C)C